FC1=C(C(=C(C=C1)C1=C(O[C@]([C@H]1C)(C(F)(F)F)C)C(=O)OCC)O)C |r| ethyl rac-(4S,5R)-3-(4-fluoro-2-hydroxy-3-methylphenyl)-4,5-dimethyl-5-(trifluoromethyl)-4,5-dihydrofuran-2-carboxylate